bis(2-butyloctyl) 10-[(1-methyl-4-piperidyl)methyl-octoxy-amino]nonadecanedioate CN1CCC(CC1)CN(C(CCCCCCCCC(=O)OCC(CCCCCC)CCCC)CCCCCCCCC(=O)OCC(CCCCCC)CCCC)OCCCCCCCC